C(C1=CC=C(C(C)C)C=C1)=NNC(=O)N cuminaldehyde semicarbazone